4-((2S,5R)-4-(1-(4-(difluoromethoxy)phenyl)propyl)-2,5-diethylpiperazin-1-yl)-1-methyl-2-oxo-1,2-dihydropyrido[3,2-d]Pyrimidine-6-carbonitrile FC(OC1=CC=C(C=C1)C(CC)N1C[C@@H](N(C[C@H]1CC)C=1C2=C(N(C(N1)=O)C)C=CC(=N2)C#N)CC)F